(cis)-N-(5-chloro-6-(2H-1,2,3-triazol-2-yl)pyridin-3-yl)-8-(1-(1,1-difluoroethyl)-1H-pyrazol-4-yl)-2-fluoro-8-methyl-7,8-dihydro-6H-cyclopenta[e]pyrazolo[1,5-a]pyrimidine-6-carboxamide ClC=1C=C(C=NC1N1N=CC=N1)NC(=O)[C@@H]1C[C@](C2=C1C=NC=1N2N=C(C1)F)(C)C=1C=NN(C1)C(C)(F)F